ToluylThioSulfonate C1(=C(C=CC=C1)S(=S)(=O)[O-])C